C(#N)N1CCCC1 1-CYANO-PYRROLIDIN